tertiary butyl-dimethyl-silicon oxygen [O].C(C)(C)(C)[Si](C)C